C(CCCCCCCCCC(=O)O)CCCCCCCCCO The molecule is an omega-hydroxy-long-chain fatty acid that is icosanoic acid (arachidonic acid) in which one of the hydrogens of the terminal methyl group has been replaced by a hydroxy group. It is a straight-chain saturated fatty acid and an omega-hydroxy-long-chain fatty acid. It derives from an icosanoic acid. It is a conjugate acid of a 20-hydroxyicosanoate.